NC1=NC(=NC=2N1N=C(N2)C=2OC=CC2)N2CC(CCC2)CN2CCN(CC2)C2=CC=C(C(=O)N)C=C2 4-(4-((1-(7-amino-2-(furan-2-yl)-[1,2,4]triazolo[1,5-a][1,3,5]triazine-5-yl)piperidin-3-yl)methyl)piperazin-1-yl)benzamide